5-(5-(pyrrolidin-1-ylmethyl)pyridin-2-yl)pyrazin N1(CCCC1)CC=1C=CC(=NC1)C=1N=CC=NC1